(Z)-3-fluoro-4-(5-isopropylpyridin-2-ylsulfonyl)but-2-en-1-amine F\C(=C/CN)\CS(=O)(=O)C1=NC=C(C=C1)C(C)C